FC(OC1=C(C=CC=C1)[C@@H]1CCN2N1C=1C=C(C=CC1C2=O)C=2C=NC(=NC2)NC[C@H]2CNC(C2)=O)F (S)-3-(2-(difluoromethoxy)phenyl)-6-(2-((((S)-5-oxopyrrolidin-3-yl)methyl)amino)pyrimidin-5-yl)-2,3-dihydropyrazolo[1,2-a]indazol-9(1H)-one